(2S)-2-[(E)-(3,5-dibromophenyl)methyleneamino]-3,3-dimethyl-butan-1-ol BrC=1C=C(C=C(C1)Br)\C=N\[C@H](CO)C(C)(C)C